CC1=NC2=CC=C(C=C2C(=N1)S)N1CCOCCC1 2-methyl-6-(1,4-oxazepan-4-yl)quinazoline-4-thiol